trans-3-[[4-[(3S)-3-(3-cyano-5-fluoro-phenyl)isoxazolidine-2-carbonyl]cyclohexyl]methyl]-5-fluoro-N-methyl-benzamide C(#N)C=1C=C(C=C(C1)F)[C@H]1N(OCC1)C(=O)[C@@H]1CC[C@H](CC1)CC=1C=C(C(=O)NC)C=C(C1)F